C(C)(C)(C)N1N=C(C(=C1C)O)C1=C(C(=CC=C1)F)F 1-(tert-butyl)-3-(2,3-difluorophenyl)-5-methyl-pyrazol-4-ol